Methyl (1S,3S)-3-((6-(5-(2-(2-cyclopropylacetyl)hydrazine-1-carboxamido)-1-methyl-1H-1,2,3-triazol-4-yl)-2-methylpyridin-3-yl)oxy)cyclohexane-1-carboxylate C1(CC1)CC(=O)NNC(=O)NC1=C(N=NN1C)C1=CC=C(C(=N1)C)O[C@@H]1C[C@H](CCC1)C(=O)OC